S1C(=CC=C1)C1NCCC1 2-(thiophen-2-yl)pyrrolidine